NCC(C1=CC=CC=C1)N1N=C(C(=C1C)C1=C(C(=NC=C1)N)C1=CC=C(C=C1)Cl)C 4-[1-(2-amino-1-phenylethyl)-3,5-dimethyl-1H-pyrazol-4-yl]-3-(p-chlorophenyl)-2-pyridylamine